2-amino-5-(4-bromophenyl)-1-methyl-1H-pyrrole-3-carboxylic acid ethyl ester C(C)OC(=O)C1=C(N(C(=C1)C1=CC=C(C=C1)Br)C)N